5-[(5-Methoxypyridin-2-yl)methoxy]-2-(pyridazin-3-yl)-1,3-benzoxazole COC=1C=CC(=NC1)COC=1C=CC2=C(N=C(O2)C=2N=NC=CC2)C1